OC1(CCC(CC1)N1CCC2N(CCC21)C(C(C)(C)NC(C2=CC(=CC=C2)C(F)(F)F)=O)=O)C2=NC=C(C=C2)C2=NC=CC=N2 N-(1-(4-((1r,4r)-4-hydroxy-4-(5-(pyrimidin-2-yl)pyridin-2-yl)cyclohexyl)hexahydropyrrolo[3,2-b]pyrrol-1(2H)-yl)-2-methyl-1-oxopropan-2-yl)-3-(trifluoromethyl)benzamide